S1C(=CC=C1)CCCCOCCC[Si](OC)(OC)OC (thienylpropylmethoxy)propyltrimethoxysilane